N'-hydroxy-5-((1-(4-(trifluoromethyl)phenyl)-1H-1,2,4-triazol-3-yl)amino)pyridineformamidine ON=C(N)C1=NC=C(C=C1)NC1=NN(C=N1)C1=CC=C(C=C1)C(F)(F)F